COC1=CC=C(C=C1)C=1C(=NC=NC1)C1=CC=CC=C1 5-(4-methoxyphenyl)-4-phenylpyrimidine